6-Chloro-2,3-dihydro-1H-pyrrolo[3,4-c]pyridin-1-one ClC1=CC2=C(C=N1)CNC2=O